O=C(CC1CCC2(CN(C2)C(=O)OC(C)(C)C)CC1)NNC(C(F)(F)F)=O tert-butyl 7-[2-oxo-2-[2-(2,2,2-trifluoroacetyl)hydrazino]ethyl]-2-azaspiro[3.5]nonane-2-carboxylate